FS(=O)(=O)OCCCC butyl perfluorosulfonate